BrC1=C(OP(=O)(OC2=CC=C(C=C2)[N+](=O)[O-])N[C@@H](C)C(=O)OC)C=CC=C1 Methyl ((2-bromophenoxy)(4-nitrophenoxy)phosphoryl)-L-alaninate